C(C1=CC=CC=C1)NC1=NC(=NC=2C(CCCC12)OCCN1CC(CC1)(F)F)N1C(=CC=2C(=CC=CC12)C(=O)N)C 1-(4-(benzylamino)-8-(2-(3,3-difluoropyrrolidin-1-yl)ethoxy)-5,6,7,8-tetrahydroquinazolin-2-yl)-2-methyl-indole-4-carboxamide